N1=C(C=CC=C1)C(=O)NN pyridine-2-carbohydrazide